2-(6-{5-chloro-2-[(oxan-4-yl)amino]pyrimidin-4-yl}-1-oxo-2,3-dihydro-1H-isoindol-2-yl)-N-[1-(1,5-dimethyl-1H-pyrazol-4-yl)ethyl]acetamide ClC=1C(=NC(=NC1)NC1CCOCC1)C1=CC=C2CN(C(C2=C1)=O)CC(=O)NC(C)C=1C=NN(C1C)C